C1(CC1)CN cyclopropyl-methanamine